propenyl-tributyl-phosphonium C(=CC)[P+](CCCC)(CCCC)CCCC